N-ethylaminoisobutylmethylsilane C(C)N[SiH](C)CC(C)C